para-ethoxy-aniline C(C)OC1=CC=C(N)C=C1